N-(4-((4-(3,5-Dichlorophenyl)piperazin-1-yl)sulfonyl)phenyl)-3-(3-methyl-1,2,4-oxadiazol-5-yl)benzamide ClC=1C=C(C=C(C1)Cl)N1CCN(CC1)S(=O)(=O)C1=CC=C(C=C1)NC(C1=CC(=CC=C1)C1=NC(=NO1)C)=O